trideca-1,12-dien-7-one C=CCCCCC(CCCCC=C)=O